[N+](=O)([O-])C=1C=CC2=C(N=C(S2)SCC(=O)NCCC)C1 2-((5-nitrobenzo[d]thiazol-2-yl)thio)-N-propylacetamide